(1-aminoethylaminomethyl)(trimethoxy)silane NC(C)NC[Si](OC)(OC)OC